3-methylthio-1,2,4-triazine CSC=1N=NC=CN1